7-oxaspiro[3.5]Nonan-1-ol C1(CCC12CCOCC2)O